4,6-di-tert-butyl-4-cresol C(C)(C)(C)C1(CC=C(C(=C1)C(C)(C)C)O)C